O=C1NC(CCC1N1C(C2=CC=C(C(=C2C1)F)N1CCC(CC1)CN1C(CN(CC1)C(=O)OC(C)(C)C)(C)C)=O)=O tert-butyl 4-[[1-[2-(2,6-dioxo-3-piperidinyl)-4-fluoro-1-oxo-isoindolin-5-yl]-4-piperidinyl] methyl]-3,3-dimethyl-piperazine-1-carboxylate